BrC=1C(=NC(=CC1)C)OC1=C(C=CC=C1)OC 3-bromo-2-(2-methoxy-phenoxy)-6-methylpyridine